FC1=C(C=C(C=C1)NC(=O)C1=C(N(C(=C1C)C(C(NC(C(F)(F)F)C)=O)=O)C)C)C N-(4-fluoro-3-methylphenyl)-1,2,4-trimethyl-5-(2-oxo-2-((1,1,1-trifluoropropan-2-yl)amino)acetyl)-1H-pyrrole-3-carboxamide